3,5-diamino-4-(β-hydroxyethyl)amino-1-methylpyrazole NC1=NN(C(=C1NCCO)N)C